C(C)(C)(C)C1=CC=C(C=C1)[C@@H](O)C1=CC=CC=C1 (S)-(4-tert-butylphenyl)-phenylmethanol